methyl 3-acetamido-4-bromo-6-chloropicolinate C(C)(=O)NC=1C(=NC(=CC1Br)Cl)C(=O)OC